N1(C=NC=C1)CCONC(=O)[C@H]1N2C(N([C@H](CC1)C2)OS(=O)(=O)O)=O.[Na] Sodium (2S,5R)-N-[2-(1H-Imidazol-1-yl)ethoxy]-7-oxo-6-(sulfooxy)-1,6-diazabicyclo[3.2.1]octane-2-carboxamide